[Br-].C1(CC1)N cyclopropylamine bromide salt